6-(3-(3-Chloro-2-(3-methoxy-4-((7-oxo-2,6-diazaspiro[3.4]octan-2-yl)methyl)phenyl)pyridin-4-yl)2-(trifluoromethyl)phenyl)2-methoxypyridin ClC=1C(=NC=CC1C=1C(=C(C=CC1)C1=CC=CC(=N1)OC)C(F)(F)F)C1=CC(=C(C=C1)CN1CC2(C1)CNC(C2)=O)OC